4-methoxy-5-(3-(2-(3,4,5-trimethoxyphenyl)acetamido)propoxy)-2-nitrobenzoic acid methyl ester COC(C1=C(C=C(C(=C1)OCCCNC(CC1=CC(=C(C(=C1)OC)OC)OC)=O)OC)[N+](=O)[O-])=O